rac-N-((1R,2R)-2-((tert-butyldimethylsilyl)oxy)cyclohexyl)-2-methylbenzo[d]thiazol-6-amine [Si](C)(C)(C(C)(C)C)O[C@H]1[C@@H](CCCC1)NC1=CC2=C(N=C(S2)C)C=C1 |r|